isooctyl trimercaptopropionate SC(CC(=O)OCCCCCC(C)C)(S)S